Cl.ClC1=CC=C(C=C1)C(CCN(C)C)=O 1-(4-chlorophenyl)-3-(dimethylamino)propan-1-one hydrochloride